2-(2-chloroethoxy)-5-(2-(4-ethynylphenyl)propan-2-yl)-3-methoxybenzonitrile ClCCOC1=C(C#N)C=C(C=C1OC)C(C)(C)C1=CC=C(C=C1)C#C